4-(6-(6-((6-ethoxy-5-fluoropyridin-3-yl)methyl)-3,6-diazabicyclo[3.1.1]heptan-3-yl)pyridin-3-yl)-7-fluoro-6-(2-hydroxy-2-methylpropoxy)pyrazolo[1,5-a]pyridine-3-carbonitrile C(C)OC1=C(C=C(C=N1)CN1C2CN(CC1C2)C2=CC=C(C=N2)C=2C=1N(C(=C(C2)OCC(C)(C)O)F)N=CC1C#N)F